C(#N)C=1C=C2C(=CNC2=CC1)CCCN1CCN(CC1)C1=NC=C(C=N1)C=1C=CC(=NC1)C(=O)N 5-(2-(4-(3-(5-cyano-1H-indol-3-yl)propyl)piperazin-1-yl)pyrimidin-5-yl)pyridine-2-carboxamide